OC1=CC(=CC2=C(C=CC=C12)O)C(=O)O 4,8-dihydroxy-2-naphthoic acid